methyl (R)-4-amino-1-(4-(1-fluoroethyl)-2,6-dimethylphenyl)-6-oxo-1,6-dihydropyrimidine-5-carboxylate NC=1N=CN(C(C1C(=O)OC)=O)C1=C(C=C(C=C1C)[C@@H](C)F)C